2,6-dimethylbenzoylmethoxyphenylphosphine oxide CC1=C(C(=O)P(C2=CC=CC=C2)(OC)=O)C(=CC=C1)C